ClC=1C=C2C(=NNC(C2=CC1Cl)=O)C1=CC=C(C=C1)Cl 6,7-dichloro-4-(4-chlorophenyl)-2H-phthalazin-1-one